BrC=1C=C(C(=O)OC)C=C(C1F)F methyl 3-bromo-4,5-difluoro-benzoate